N[C@H](CNC(=O)[C@]1([C@@H](CC[C@H](C1)C)C(C)C)O)C1=CC=CC=C1 (1S,2S,5r)-N-((2S)-amino-2-phenylethyl)-1-hydroxy-2-isopropyl-5-methylcyclohexane-1-carboxamide